CC1C(C(CC=C1)(C)C)C=CC(C)=O 4-(2,6,6-trimethylcyclohex-3-en-1-yl)but-3-en-2-one